ClC=1C=C(C=CC1Cl)[C@H](CN(C)C)NS(=O)(=O)C=1C=NC(=CC1)OC(F)(F)F (R)-N-(1-(3,4-dichlorophenyl)-2-(dimethylamino)ethyl)-6-(trifluoromethoxy)pyridine-3-sulfonamide